(S)-2-((5-(4-((R)-2-methyl-5-oxopyrrolidin-1-yl)phenyl)pyridin-2-yl)amino)-6,6a,7,8-tetrahydro-9H-pyrido[2,3-b]pyrrolo[1,2-d][1,4]oxazin-9-one C[C@H]1N(C(CC1)=O)C1=CC=C(C=C1)C=1C=CC(=NC1)NC1=CC2=C(OC[C@H]3N2C(CC3)=O)N=C1